C(#N)C=1C(=C(C(=CC1)OC)C1=CC(=NC=C1C(=O)O)C)F 4-(3-cyano-2-fluoro-6-methoxyphenyl)-6-methylnicotinic acid